(S)-1-((2-(difluoromethyl)-6-(quinolin-4-yl)pyridin-3-yl)oxy)-2,4-dimethyl-pentan-2-amine FC(C1=NC(=CC=C1OC[C@](CC(C)C)(N)C)C1=CC=NC2=CC=CC=C12)F